tert-Butyl(2-(((S)-1-((3R,5'S)-5'-cyano-2-oxospiro[indoline-3,3'-pyrrolidine]-1'-yl)-3-cyclopropyl-1-oxopropan-2-yl)amino)-1-(1-fluorocyclopropyl)-2-oxoethyl)carbamate C(C)(C)(C)OC(NC(C(=O)N[C@H](C(=O)N1C[C@]2(C[C@H]1C#N)C(NC1=CC=CC=C12)=O)CC1CC1)C1(CC1)F)=O